1-(8,9-difluoro-6-oxo-1,4,5,6-tetrahydro-2H-pyrano[3,4-c]isoquinolin-1-yl)-3-(4-fluoro-3-methylphenyl)-1-methylurea FC=1C(=CC=2C3=C(NC(C2C1)=O)COCC3N(C(=O)NC3=CC(=C(C=C3)F)C)C)F